O1CC(C1)[C@H](C)NC(=O)C1=CC2=CC=CC(=C2C=C1)C1=CC=C(C=C1)C(F)(F)F (S)-N-(1-(oxetan-3-yl)ethyl)-5-(4-(trifluoromethyl)phenyl)-2-naphthamide